5-[4-[3-(3-oxomorpholin-4-yl)propoxy]phenoxy]imidazo[1,5-a]pyridine-7-carboxamide O=C1N(CCOC1)CCCOC1=CC=C(OC2=CC(=CC=3N2C=NC3)C(=O)N)C=C1